4-(3,4-Difluorophenyl)-1-(3-(pyridin-4-yl)-1H-pyrazol-5-yl)piperidin-2-one FC=1C=C(C=CC1F)C1CC(N(CC1)C1=CC(=NN1)C1=CC=NC=C1)=O